4-(2-methyl-4-nitrophenoxy)-2-chloropyridine CC1=C(OC2=CC(=NC=C2)Cl)C=CC(=C1)[N+](=O)[O-]